tert-butyl (R)-methyl(1-(pyridazin-3-yl)piperidin-3-yl)carbamate CN(C(OC(C)(C)C)=O)[C@H]1CN(CCC1)C=1N=NC=CC1